menthanylacetate C1(CC(C(CC1)C(C)C)CC(=O)[O-])C